(trans)-N-(5-hydroxypyridin-2-yl)-2-phenylcyclopropanecarboxamide OC=1C=CC(=NC1)NC(=O)[C@H]1[C@@H](C1)C1=CC=CC=C1